FC1=C(C=C(C=C1)F)[C@@H](CC1=NC(=NC(=N1)N[C@@H](CO)CC(C)C)NS(=O)(=O)C)C |o1:8| N-(4-((R*)-2-(2,5-Difluorophenyl)propyl)-6-(((R)-1-hydroxy-4-methylpentan-2-yl)amino)-1,3,5-triazin-2-yl)methanesulfonamide